(S)-2-amino-1-(4-(4-((3-(3-(difluoromethyl)-1-(methoxymethyl)-1H-pyrazol-4-yl)imidazo[1,2-a]pyrazin-8-yl)amino)-2-ethylbenzoyl)piperazin-1-yl)propan-1-one N[C@H](C(=O)N1CCN(CC1)C(C1=C(C=C(C=C1)NC=1C=2N(C=CN1)C(=CN2)C=2C(=NN(C2)COC)C(F)F)CC)=O)C